piperidino-2-butanol N1(CCCCC1)CC(CC)O